1-benzyl-4-fluoro-N-((1aS,2S,8bR)-4-methyl-3-oxo-1,1a,2,3,4,8B-hexahydrocyclopropa[d]pyrido[2,3-B]azepin-2-yl)-1H-pyrazole-3-carboxamide C(C1=CC=CC=C1)N1N=C(C(=C1)F)C(=O)N[C@H]1[C@@H]2[C@H](C3=C(N(C1=O)C)N=CC=C3)C2